(R)-1,2,3,4-tetrahydroisoquinoline-1-formic acid [C@H]1(NCCC2=CC=CC=C12)C(=O)O